(R)-citral CC(C)=CCCC(C)=CC=O